5-(difluoromethyl)isoxazole-3-carbonyl chloride FC(C1=CC(=NO1)C(=O)Cl)F